C(CCCCC)C1(C=CCCC1)CCCCCCCC(=O)O hexyl-2-cyclohexene-1-octanoic acid